C(C)OC1=C(C=CC(=C1)C1=NN=CN1CC)NC=1N=CC2=C(N1)C(=NC(=C2)C)N2CC(C2)(C)OC N-(2-ethoxy-4-(4-ethyl-4H-1,2,4-triazol-3-yl)phenyl)-8-(3-methoxy-3-methylazetidin-1-yl)-6-methylpyrido[3,4-d]pyrimidin-2-amine